BrC1=CC=C(C=C1)CCOC1OCCCC1 2-[2-(4-bromophenyl)-ethoxy]tetrahydropyran